2'-bromo-5'-chloro-4-(3-chloroanilino)-4'-fluorospiro[cyclohexane-1,1'-indene]-4-carboxylic acid BrC=1C2(C3=CC=C(C(=C3C1)F)Cl)CCC(CC2)(C(=O)O)NC2=CC(=CC=C2)Cl